C(C)(C)(C)OC(=O)N1CC2=CC(=NC=C2CC1)NC1=CC(=C(C=C1)CS(=O)(=O)C)C.FC(C(C(C(C(C(C(C(F)(F)F)(F)F)(F)F)(F)F)(F)F)(F)F)(F)F)(CCI)F 2-(perfluorooctyl)iodoethane tert-butyl-7-{[4-(methanesulfonylmethyl)-3-methylphenyl]amino}-1,2,3,4-tetrahydro-2,6-naphthyridine-2-carboxylate